6-bromo-2-((S)-1-((S)-4,6-dimethyl-1,4-diazepan-1-yl)butyl)-3-ethylpyrido[2,3-d]pyrimidin-4(3H)-one BrC1=CC2=C(N=C(N(C2=O)CC)[C@H](CCC)N2CCN(C[C@@H](C2)C)C)N=C1